C(C=C)(=O)OC(CC)(C(CC)C)C 3,4,5-trimethyl-3-pentyl acrylate